FC(C(=O)O)(F)F.C1(CC1)O cyclopropan-1-ol 2,2,2-trifluoroacetate